C(C1CS1)SCC1CS1 bis(2,3-epithiopropyl) sulfide